4-(2-Amino-4-methylphenyl)-5-methoxy-1H-pyrazole-1-carboxylic acid tert-butyl ester C(C)(C)(C)OC(=O)N1N=CC(=C1OC)C1=C(C=C(C=C1)C)N